1-(4-chlorophenoxy)-1-(imidazol-1-yl)-3,3-dimethyl-2-butanone ClC1=CC=C(OC(C(C(C)(C)C)=O)N2C=NC=C2)C=C1